8-fluoro-1,2,3,4-tetrahydroisoquinoline-4-Amine FC=1C=CC=C2C(CNCC12)N